Neodymium Promethium [Pm].[Nd]